chloromethyl-trimethyl-chlorosilane ClCC[Si](Cl)(C)C